((2R)-2-fluoro-6-methylenetetrahydro-1H-pyrrolizin-7a(5H)-yl)methanol F[C@@H]1CC2(CC(CN2C1)=C)CO